4,4,5,5-tetramethyl-2-(2-methylpropene-1-yl)-1,3,2-dioxaborolane CC1(OB(OC1(C)C)C=C(C)C)C